O=C1C2(C3=NC(=CC=C3N1)C#N)CCCC2 2'-oxo-1',2'-dihydrospiro[cyclopentane-1,3'-pyrrolo[3,2-b]pyridine]-5'-carbonitrile